N-(4-(1-Hydroxy-1,2-dihydrobenzo[d][1,2,3]-diazaborinine-2-carbonyl)phenyl)methanesulfonamide OB1N(N=CC2=C1C=CC=C2)C(=O)C2=CC=C(C=C2)NS(=O)(=O)C